2-(4-((6-(((S)-1-(3-(tert-butyl)phenyl)ethyl)carbamoyl)-1,2-dimethyl-1H-indol-3-yl)methyl)phenoxy)propanoic acid C(C)(C)(C)C=1C=C(C=CC1)[C@H](C)NC(=O)C1=CC=C2C(=C(N(C2=C1)C)C)CC1=CC=C(OC(C(=O)O)C)C=C1